OC1[C@H](CN(C[C@H]1C)C1=CC=C(C(=N1)C1=NC2=CC(=NC=C2C=C1)CNC(OC(C)(C)C)=O)I)C tert-butyl ((2-(6-((3S,4r,5R)-4-hydroxy-3,5-dimethylpiperidin-1-yl)-3-iodopyridin-2-yl)-1,6-naphthyridin-7-yl)methyl)carbamate